BrC=1C=2C=3N(C=NC2C=CC1)N=C(N3)C3=CC=C(C=C3)OC 10-bromo-2-(4-methoxyphenyl)[1,2,4]triazolo[1,5-c]quinazolin